C(C1=CC=CC=C1)NC=1C=C(C=2N(N1)C(=NN2)C2CC2)NCC2=NC=CC=C2 N6-benzyl-3-cyclopropyl-N8-(pyridin-2-ylmethyl)-[1,2,4]triazolo[4,3-b]pyridazine-6,8-diamine